ClC(N1N(C=CC=N1)C1=CC=CC=C1)(Cl)Cl 2-trichloromethyl-1-phenyl-triazine